[C@H]12N(C[C@H](CC1)C2)CCO 2-((1S,4R)-2-azabicyclo[2.2.1]heptan-2-yl)ethan-1-ol